pyridine-3-carboxamide monophosphate P(=O)(O)(O)O.N1=CC(=CC=C1)C(=O)N